CN1C2=CC=CC=C2C=2C=CC(=CC12)OCC(=O)NCCC1=CC=CC=C1 2-((9-methyl-9H-carbazol-2-yl)oxy)-N-phenethylacetamide